OC1C(OCC1)CN1CC2=CC=C3C(=C2CC1)C=C(N3)C=O {7-[(3-hydroxytetrahydrofuran-2-yl)methyl]-6,7,8,9-tetrahydro-3H-pyrrolo[3,2-f]isoquinolin-2-yl}methanone